N,N'-Bis(4-bromosalicylidene)propane-1,2-diamine BrC=1C=C(C(C=NCC(C)N=CC=2C(O)=CC(=CC2)Br)=CC1)O